BrC1=CC2=C(N=C(N=C2)NC=2C=C(C=CC2)CO)N2C1=NCC2 (3-((6-bromo-8,9-dihydroimidazo[1',2':1,6]pyrido[2,3-d]pyrimidin-2-yl)amino)phenyl)methanol